ClC1=CC(=C(C=C1)C1=NOC(=C1[C@H](O)C=1C=NC=CC1)C1=C(C=C(C=C1)F)F)F (R)-(3-(4-chloro-2-fluorophenyl)-5-(2,4-difluorophenyl)-1,2-oxazol-4-yl)(pyridin-3-yl)methanol